COCCNC1CCC(CC1)NC1=NC=C(C(=N1)C=1C=C2C(CN=CC2=CC1)(C)C)C 6-(2-(((1r,4r)-4-((2-methoxyethyl)amino)cyclohexyl)amino)-5-methylpyrimidin-4-yl)-4,4-Dimethyl-3,4-dihydroisoquinolin